2-(4-fluorophenyl)-7-hydroxy-8-(3-methyl-6-(prop-1-en-2-yl)cyclohex-2-en-1-yl)-2-(2-oxopropyl)-5-pentyl-4H-benzo[d][1,3]dioxin-4-one FC1=CC=C(C=C1)C1(OC(C2=C(O1)C(=C(C=C2CCCCC)O)C2C=C(CCC2C(=C)C)C)=O)CC(C)=O